cholestan-3β,5a,6β-triol CC(C)CCC[C@@H](C)[C@H]1CC[C@H]2[C@@H]3C[C@H]([C@]4(C[C@H](CC[C@]4(C)[C@H]3CC[C@]12C)O)O)O